N-tert-butyl-1-{5-[2,3-difluoro-4-(1H-pyrazol-4-yl)phenyl]pyrazin-2-yl}pyrrolidin-3-amine dihydrochloride Cl.Cl.C(C)(C)(C)NC1CN(CC1)C1=NC=C(N=C1)C1=C(C(=C(C=C1)C=1C=NNC1)F)F